FC1(CCC(CC1)CN1N=C(C(=C1)C)C(F)(F)F)F 1-((4,4-difluorocyclohexyl)methyl)-4-methyl-3-(trifluoromethyl)-1H-pyrazole